6'-Ethoxy-N4-{[1-(methoxymethyl)cyclobutyl]methyl}-N4-methyl-5-nitro-5'-(trifluoromethyl)[2,3'-bipyridine]-4,6-diamine C(C)OC1=C(C=C(C=N1)C1=NC(=C(C(=C1)N(C)CC1(CCC1)COC)[N+](=O)[O-])N)C(F)(F)F